N-(4-aminobutyl)-7-benzyl-1-isobutyloctahydro-6H-3,6-methanopyrrolo[3,2-c]pyridine-6-carboxamide NCCCCNC(=O)C12C(C3C(CN1)C(CN3CC(C)C)C2)CC2=CC=CC=C2